C1(CCC1)[C@@H](C1=NN=CN1C)C1=CC(=CC=C1)B1OC(C(O1)(C)C)(C)C (R)-3-(cyclobutyl(3-(4,4,5,5-tetramethyl-1,3,2-dioxaborolan-2-yl)phenyl)methyl)-4-methyl-4H-1,2,4-triazole